benzyl (R)-3-(4-(((R)-4-ethyl-1,1-dioxido-3,4-dihydro-2H-pyrido[2,3-b][1,4,5]oxathiazepin-2-yl)methyl)-5-methylthiophen-2-yl)-5-(1-ethyl-1H-1,2,3-triazol-4-yl)-2,2-dimethylpentanoate C(C)[C@@H]1CN(S(C2=C(O1)N=CC=C2)(=O)=O)CC=2C=C(SC2C)[C@@H](C(C(=O)OCC2=CC=CC=C2)(C)C)CCC=2N=NN(C2)CC